NC(NCCC[C@@H](C(NCCCC[C@H](NC(N[C@@H](CCC(=O)OC(C)(C)C)C(=O)OC(C)(C)C)=O)C(=O)OC(C)(C)C)=O)N)=O tri-tert-butyl (6S,13S,17S)-1,6-diamino-1,7,15-trioxo-2,8,14,16-tetraazanonadecane-13,17,19-tricarboxylate